tert-Butyl 3-(2-methoxy-1,1-dimethyl-2-oxo-ethyl)pyrrolidine-1-carboxylate COC(C(C)(C)C1CN(CC1)C(=O)OC(C)(C)C)=O